CC1=C(C=C(C=C1)C1=C(C(=CC=C1)O)C)O 4,2'-dimethylbiphenyl-3,3'-diol